CN(S(=O)(=O)C1=NC=CC=C1[N+](=O)[O-])C N,N-dimethyl-3-nitropyridine-2-sulfonamide